1-(2-(dimethylamino)ethyl)-N1-methyl-N4-(4-(1-methyl-1H-indol-3-yl)pyrimidin-2-yl)-2-nitro-5-(trifluoromethyl)benzene-1,4-diamine CN(CCC1(C(C=C(C(=C1)C(F)(F)F)NC1=NC=CC(=N1)C1=CN(C2=CC=CC=C12)C)[N+](=O)[O-])NC)C